BrC=1C=CC(=NC1C(=O)OC)NC1C[C@H]2CC[C@@H](C1)N2C(=O)OC(C)(C)C tert-butyl (1R,3S,5S)-3-[[5-bromo-6-(methoxycarbonyl)pyridin-2-yl]amino]-8-azabicyclo[3.2.1]octane-8-carboxylate